N(=C=S)[Ru-](N=C=S)N=C=S tris(isothiocyanato)ruthenium (II)